6-(4-((S)-2-(2-aminoacetamido)-3-(naphthalen-2-yl)propoxy)phenyl)-N-(2-((S)-2-cyano-4,4-difluoropyrrolidin-1-yl)-2-oxoethyl)quinoline-4-carboxamide trifluoroacetate salt FC(C(=O)O)(F)F.NCC(=O)N[C@H](COC1=CC=C(C=C1)C=1C=C2C(=CC=NC2=CC1)C(=O)NCC(=O)N1[C@@H](CC(C1)(F)F)C#N)CC1=CC2=CC=CC=C2C=C1